C[C@H]1N(CCOC1)C1=C2N=CN(C2=NC(=N1)C#CC=1NC=C(N1)C1=CC=CC=C1)C (R)-3-Methyl-4-(9-methyl-2-((4-phenyl-1H-imidazol-2-yl)ethynyl)-9H-purin-6-yl)morpholine